(3e,5s)-3-[6-[2-cyano-3-[[ethyl(methyl)sulfamoyl]amino]-6-fluoro-phenoxy]-4-oxo-quinazolin-3-yl]-1-oxa-7-azaspiro[4.4]nonane C(#N)C1=C(OC=2C=C3C(N(C=NC3=CC2)C2CO[C@@]3(C2)CNCC3)=O)C(=CC=C1NS(N(C)CC)(=O)=O)F